(E)-3-(3-(butyl(quinolin-2-yl)amino)phenyl)acrylic acid C(CCC)N(C=1C=C(C=CC1)/C=C/C(=O)O)C1=NC2=CC=CC=C2C=C1